5-(4-cyano-3-fluorophenyl)-1-(4-(4-methoxypiperidin-1-yl)phenyl)-1H-pyrazole-3-carboxylic acid C(#N)C1=C(C=C(C=C1)C1=CC(=NN1C1=CC=C(C=C1)N1CCC(CC1)OC)C(=O)O)F